(4-((6,7-bis(2-methoxyethoxy)quinazolin-4-yl)oxy)-3-methoxyphenyl)-2-oxo-1-phenyl-1,2,4,5,6,7-hexahydropyrazolo[1,5-a]pyridine-3-carboxamide COCCOC=1C=C2C(=NC=NC2=CC1OCCOC)OC1=C(C=C(C=C1)C1C=2N(CCC1)N(C(C2C(=O)N)=O)C2=CC=CC=C2)OC